NC1=NC2=C(C=3N1N=C(N3)C=3OC=CC3)SC(N2CCN2CCN(CC2)C2=CC=C(OCC(=O)O)C=C2)=O 2-(4-(4-(2-(5-amino-8-(furan-2-yl)-2-oxothiazolo[5,4-e][1,2,4]triazolo[1,5-c]pyrimidin-3(2H)-yl)ethyl)piperazin-1-yl)phenoxy)acetic acid